3-(6-Fluoropyridin-3-yl)propionic acid ethyl ester C(C)OC(CCC=1C=NC(=CC1)F)=O